C(C(=O)O)(=O)O.C(C)OCCN(CCC[C@H](C(C)C)N1CC2(C1)CN(CC2)C=2N=CN=NC2OC2=C(C(=O)N(C(C)C)CC)C=C(C=C2)F)C (R)-2-((5-(2-(6-((2-ethoxyethyl)(methyl)amino)-2-methylhexan-3-yl)-2,6-diazaspiro[3.4]octan-6-yl)-1,2,4-triazin-6-yl)oxy)-N-ethyl-5-fluoro-N-isopropylbenzamide oxalate